CC1=NNC(=C1)NC1=NC(=CC(=C1)C1(CCOCC1)S(=O)(=O)C)N1[C@@H](COCC1)C (R)-N-(3-methyl-1H-pyrazol-5-yl)-6-(3-methylmorpholino)-4-(4-(methyl-sulfonyl)tetrahydro-2H-pyran-4-yl)pyridin-2-amine